OC(C)(C)C1=NN(C(=C1C=O)OC1=CC(=CC=C1)C(F)(F)F)C 3-(2-hydroxypropan-2-yl)-1-methyl-5-[3-(trifluoromethyl)phenoxy]-1H-pyrazole-4-carbaldehyde